C(#N)C1=CC(=CC=2N=C(OC21)C=2C(=C(C=CC2)C2=C(C(=CC=C2)C=2SC1=C(N2)CN(C1)C(CN(C)C)=O)C)C)CN1C[C@@H](CC1)C(=O)O (R)-1-((7-cyano-2-(3'-(5-(2-(dimethylamino)acetyl)-5,6-dihydro-4H-pyrrolo[3,4-d]thiazol-2-yl)-2,2'-dimethylbiphenyl-3-yl)benzo[d]oxazol-5-yl)methyl)pyrrolidine-3-carboxylic acid